C(C=O)(=O)O.N[C@@H](CCSC)C(=O)O Methionine glyoxylate